ClC1=NC(=NC(=C1)OC1CCCC1)C=1C=C(C=NC1)C#N 5-[4-chloro-6-(cyclopentoxy)pyrimidin-2-yl]pyridine-3-carbonitrile